7-bromo-2-(4-(tert-butyl)phenyl)furo[2,3-c]Pyridine BrC=1N=CC=C2C1OC(=C2)C2=CC=C(C=C2)C(C)(C)C